(S)-4-(1-((Diphenylphosphoryl)Amino)-2-Methylpropyl)Benzoic Acid C1(=CC=CC=C1)P(=O)(C1=CC=CC=C1)N[C@@H](C(C)C)C1=CC=C(C(=O)O)C=C1